NC=1C=C(C=C(C1)C(F)(F)F)[C@@H](C)NC(=O)C1=NNC(C=C1)=O N-[(1R)-1-[3-amino-5-(trifluoromethyl)phenyl]ethyl]-6-oxo-1H-pyridazine-3-carboxamide